C1(CC1)CC=1N=C2C(=NC1NS(=O)(=O)C)N(C(=N2)C2=NC(=CC=C2)OCC)C2=C(C=CC=C2OC)OC N-(5-(cyclopropylmethyl)-1-(2,6-dimethoxyphenyl)-2-(6-ethoxypyridin-2-yl)-1H-imidazo[4,5-b]pyrazin-6-yl)methanesulfonamide